(3-Fluorophenylthio)methylphosphonic acid diethyl ester C(C)OP(OCC)(=O)CSC1=CC(=CC=C1)F